5-bromo-N-(4-((6,7-dimethoxyquinolin-4-yl)oxy)-3-fluorophenyl)-1-(4-fluorophenyl)-6-(methoxymethyl)-2-oxo-1,2-dihydropyridine-3-carboxamide BrC=1C=C(C(N(C1COC)C1=CC=C(C=C1)F)=O)C(=O)NC1=CC(=C(C=C1)OC1=CC=NC2=CC(=C(C=C12)OC)OC)F